L-threonic acid magnesium [Mg].O=C([C@H](O)[C@@H](O)CO)O